C(#N)C(C)(C)C=1C=C(C(=O)NC(C)C2=NC=CN=C2C2=NC=C(C=C2)C#N)C=C(C1)C(F)(F)F 3-(1-cyano-1-methyl-ethyl)-N-[1-[3-(5-cyano-2-pyridyl)pyrazin-2-yl]ethyl]-5-(trifluoromethyl)benzamide